C(#N)C1=CN=CC=2CN(CCOC21)C(C(C)(C)C2CC(C2)CS(=O)(=O)[O-])=O [3-[2-(9-Cyano-3,5-dihydro-2H-pyrido[3,4-f][1,4]oxazepin-4-yl)-1,1-dimethyl-2-oxo-ethyl]cyclobutyl]methanesulfonate